4-(4-Fluorophenoxy)piperidine FC1=CC=C(OC2CCNCC2)C=C1